C1=CC(=C(C=C1S(=O)(=O)O)O)O The molecule is a benzene ring substituted with a sulphonic acid group at position C-1, and hydroxy groups at C-3 and C-4. It has a role as a metabolite. It is a conjugate acid of a 3,4-dihydroxybenzenesulfonate.